Ethyl (R)-2-ethyl-4,6,10-trimethyl-3,8-dioxo-2-azaspiro[4.5]deca-6,9-diene-4-carboxylate C(C)N1CC2([C@](C1=O)(C(=O)OCC)C)C(=CC(C=C2C)=O)C